FC1=C(CN2N=C(C=C2C(=O)OCC)C)C=CC=C1 ethyl 1-(2-fluorobenzyl)-3-methyl-1H-pyrazole-5-carboxylate